COC=1C(=NC(=NC1C1=CC(=CC=C1)C=1OC=CN1)N1CCOCC1)NC1=CC=NC=C1 5-methoxy-2-morpholino-6-(3-(oxazol-2-yl)phenyl)-N-(pyridin-4-yl)pyrimidin-4-amine